OC(CN1N=CC(=C1)C1=NC(=CC(=N1)N1CC2(C1)CCN(CC2)C(C)=O)NC2=NC=CC(=C2)CC(C)C)(C)C 1-(2-(2-(1-(2-hydroxy-2-methylpropyl)-1H-pyrazol-4-yl)-6-((4-isobutylpyridin-2-yl)amino)pyrimidin-4-yl)-2,7-diazaspiro[3.5]nonan-7-yl)ethan-1-one